C1=CC=C(C=C1)N(C2=CC=C(C=C2)N(C3=CC=C(C=C3)N(C4=CC=CC=C4)C5=CC6=CC=CC=C6C=C5)C7=CC=C(C=C7)N(C8=CC=CC=C8)C9=CC1=CC=CC=C1C=C9)C1=CC2=CC=CC=C2C=C1 4,4',4''-tris(N-(2-naphthyl)-N-phenyl-amino)-triphenylamine